F[C@@H]1CN(C[C@@H]([C@@H]1O)OC)C(=O)OCC1=CC=CC=C1 benzyl (3R,4S,5S)-3-fluoro-4-hydroxy-5-methoxypiperidine-1-carboxylate